FC1=C(C=CC(=C1)C(NC1=C(SC=C1)C(NCCC1=C(C=CC=C1)OC)=O)=O)CCC(=O)O 3-(2-fluoro-4-((2-((2-methoxyphenethyl)carbamoyl)thiophen-3-yl)carbamoyl)phenyl)propanoic acid